bitolyl CC1=CC=CC=C1C2=CC=CC=C2C